2-methoxy-4-(2-hexyl-2,3-dihydro-1,3-dioxo-1H-benzo[de]isoquinolin-6-yl)benzaldehyde COC1=C(C=O)C=CC(=C1)C=1C=CC=2C(N(C(C3=CC=CC1C23)=O)CCCCCC)=O